3-chloro-14-fluoro-16-formyl-9,17-dimethyl-10-oxa-2,12,18,20-tetrazapentacyclo[9.7.1.14,7.02,8.015,19]icosa-1(18),11,13,15(19),16-pentaene-20-carboxylate ClC1N2C3=NC(=C(C=4C(=CN=C(OC(C2C2CCC1N2C(=O)[O-])C)C34)F)C=O)C